N-((3-hydroxycyclopentyl)methyl)pyrimidine-5-carboxamide OC1CC(CC1)CNC(=O)C=1C=NC=NC1